3-cyclopropyl-4-(3,5-difluoro-6-methyl-2-pyridinyl)pyrazole-1-carboxylic acid tert-butyl ester C(C)(C)(C)OC(=O)N1N=C(C(=C1)C1=NC(=C(C=C1F)F)C)C1CC1